C1C(CC2=CC=CC=C12)N1CCC2(C(N(C(N2CC(C)C)=O)CC2=CC=C(C=C2)OC)=O)CC1 8-(2,3-dihydro-1H-inden-2-yl)-1-isobutyl-3-(4-methoxybenzyl)-1,3,8-triazaspiro[4.5]decane-2,4-dione